BrC=1C=2N(C(=NC1C1=CC=C(C=C1)F)N)N=C(N2)CC2=C(C=CC=C2F)F 8-bromo-2-(2,6-difluorobenzyl)-7-(4-fluorophenyl)-[1,2,4]Triazolo[1,5-c]Pyrimidin-5-amine